3-(5-(1,8-naphthyridin-2-yl)pentoxy)pyrrolidine-1-carboxylic acid (R)-tert-butyl ester C(C)(C)(C)OC(=O)N1CC(CC1)OCCCCCC1=NC2=NC=CC=C2C=C1